4-(3-amino-5-(2-aminopyridin-4-yl)-1H-indazol-7-yl)benzenesulfonamide NC1=NNC2=C(C=C(C=C12)C1=CC(=NC=C1)N)C1=CC=C(C=C1)S(=O)(=O)N